(R)-1-(4-(2-(6-((3R,5R)-3-amino-5-fluoropiperidine-1-carbonyl)-3-methylpyrazolo[1,5-a]pyridin-2-yl)-1-(cyclopropylmethyl)-1H-indol-7-yl)piperidin-1-yl)-2-hydroxypropan-1-one N[C@H]1CN(C[C@@H](C1)F)C(=O)C=1C=CC=2N(C1)N=C(C2C)C=2N(C1=C(C=CC=C1C2)C2CCN(CC2)C([C@@H](C)O)=O)CC2CC2